11-mercaptoundecylphosphonat SCCCCCCCCCCCP([O-])([O-])=O